2,5-dichloro-N-(2-(((R)-1-((R)-6,7-dimethyl-4-oxo-1,3,6,2-dioxazaborocan-2-yl)-3-methylbutyl)amino)-2-oxoethyl)benzamide ClC1=C(C(=O)NCC(=O)N[C@@H](CC(C)C)B2OC[C@H](N(CC(O2)=O)C)C)C=C(C=C1)Cl